gold-tungsten [W].[Au]